FC(C(=O)O)(F)F.FC(C=1SC=2CNCCC2N1)(F)F 2-(trifluoromethyl)-4,5,6,7-tetrahydro-[1,3]thiazolo[5,4-c]pyridine 2,2,2-trifluoroacetate